FC1=CC=C2C(=CNC(C2=C1F)=O)C(C)N(C(=O)NCC1=CC(=C(C(=C1)F)F)F)C 1-(1-(7,8-Difluoro-1-oxo-1,2-dihydroisoquinolin-4-yl)ethyl)-1-methyl-3-(3,4,5-trifluorobenzyl)urea